tert-butyl 4-(4-methoxycarbonylphenyl)piperazine-1-carboxylate COC(=O)C1=CC=C(C=C1)N1CCN(CC1)C(=O)OC(C)(C)C